2-benzyl-2-dimethylamino-1-(4-morpholinylphenyl)-1-propanone C(C1=CC=CC=C1)C(C(=O)C1=CC=C(C=C1)N1CCOCC1)(C)N(C)C